CC1(OC(C(C(O1)=O)=C(C)NC1=C(C(=O)OC)C=CC=C1)=O)C methyl 2-((1-(2,2-dimethyl-4,6-dioxo-1,3-dioxan-5-ylidene)ethyl)amino)benzoate